N-(4-(2,4-dihydroxyphenyl)thiazol-2-yl)heptanamide OC1=C(C=CC(=C1)O)C=1N=C(SC1)NC(CCCCCC)=O